S(=O)(=O)(ON1[C@@H]2CC[C@H](N(C1=O)C2)C(NC(=O)C2CCOCC2)=N)O (2S,5R)-7-oxo-2-(N-(tetrahydro-2H-pyran-4-carbonyl) carbamimidoyl)-1,6-diazabicyclo[3.2.1]octan-6-yl hydrogen sulfate